O.[Co](I)I cobalt(II) iodide hydrate